(3R,4S)-1-(6-(1-(2-oxaspiro[3.3]heptan-6-yl)-1H-pyrazol-4-yl)-3-fluoropyrazolo[1,5-a]pyrazin-4-yl)-3-cyclopropyl-4-methyl-2-oxopyrrolidine-3-carbonitrile C1OCC12CC(C2)N2N=CC(=C2)C=2N=C(C=1N(C2)N=CC1F)N1C([C@]([C@@H](C1)C)(C#N)C1CC1)=O